3-(2-Ethylpiperazin-1-yl)-4-methoxy-N-methyl-N-propyl-benzenesulfonamide C(C)C1N(CCNC1)C=1C=C(C=CC1OC)S(=O)(=O)N(CCC)C